N-(3-((5-(3,4-dichlorophenyl)-2-((1-methyl-1H-pyrazol-4-yl)amino)pyrimidin-4-yl)oxy)phenyl)acrylamide ClC=1C=C(C=CC1Cl)C=1C(=NC(=NC1)NC=1C=NN(C1)C)OC=1C=C(C=CC1)NC(C=C)=O